(+/-)-4-Hydroxy-6-Methyl-2-Heptanone O[C@@H](CC(C)=O)CC(C)C |r|